C(C)(=O)N1CC(C1)OC=1C(=C(C(=C2C=NNC12)C=1N=CC=2N(C1)C=C(N2)NC(=O)[C@H]2[C@H](C2)F)Cl)F (1S,2S)-N-(6-(7-((1-acetylazetidin-3-yl)oxy)-5-chloro-6-fluoro-1H-indazol-4-yl)imidazo[1,2-a]pyrazin-2-yl)-2-fluorocyclopropane-1-carboxamide